ClC=1C(=C(C=CC1Cl)NC1=NC=NC2=CC(=C(C=C12)C1CN(C1)C(=O)OC(C)(C)C)OCCOC)F tert-butyl 3-(4-((3,4-dichloro-2-fluorophenyl)amino)-7-(2-methoxyethoxy)quinazolin-6-yl)azetidine-1-carboxylate